2-(3-Methoxyprop-1-en-2-yl)-4,4,5,5-tetramethyl-1,3,2-dioxaborolane COCC(=C)B1OC(C(O1)(C)C)(C)C